3-(difluoromethoxy)-4-methylaniline FC(OC=1C=C(N)C=CC1C)F